ClCC(=O)NC=1C=C2/C(/C(N(C2=CC1)CC1=CC(=C(C=C1)F)F)=O)=C/C=1NC(=CC1C)C (Z)-2-chloro-N-(1-(3,4-difluorobenzyl)-3-((3,5-dimethyl-1H-pyrrol-2-yl)methylene)-2-indolone-5-yl)acetamide